(cis)-1-Acetyl-3-fluoropiperidin-4-yl(8-amino-7-fluoro-6-(8-methyl-2,3-dihydro-1H-pyrido[2,3-b][1,4]oxazin-7-yl)isoquinolin-3-yl)carbamate C(C)(=O)N1C[C@H]([C@H](CC1)N(C([O-])=O)C=1N=CC2=C(C(=C(C=C2C1)C1=C(C2=C(OCCN2)N=C1)C)F)N)F